7-(piperidin-4-yl)quinolin-2(1H)-one trifluoroacetate FC(C(=O)O)(F)F.N1CCC(CC1)C1=CC=C2C=CC(NC2=C1)=O